COC1=C(C=CC(=C1)N1CCCC1)NC(=O)C=1C=NN2C1N=C(C=C2)N[C@H]2CNCCC2 (R)-N-(2-methoxy-4-(pyrrolidin-1-yl)phenyl)-5-(piperidin-3-ylamino)pyrazolo[1,5-a]pyrimidine-3-carboxamide